COC(C1CCN(CC1)C1=CC=C(C=C1)C1C=2C=CC(=CC2CCC1C1CCOCC1)O)OC 5-(4-(4-(dimethoxymethyl)piperidin-1-yl)phenyl)-6-(tetrahydro-2H-pyran-4-yl)-5,6,7,8-tetrahydronaphthalen-2-ol